2-{[4-({2-[(4-chloro-2-fluorophenoxy)methyl]pyrimidin-4-yl}oxy)piperidin-1-yl]methyl}-1-{[(2S)-oxetan-2-yl]methyl}-1H-1,3-benzodiazole-6-carboxylic acid ClC1=CC(=C(OCC2=NC=CC(=N2)OC2CCN(CC2)CC2=NC3=C(N2C[C@H]2OCC2)C=C(C=C3)C(=O)O)C=C1)F